P(=O)(O)(O)OC(C)C1=C2C=C(C(=NC2=CC(=C1)C)C=1C=NOC1C)C1=CC=C(C=C1)F 1-(3-(4-fluorophenyl)-7-methyl-2-(5-methylisoxazol-4-yl)quinolin-5-yl)ethan-1-ol phosphate